5-(perfluorohexyl)norbornene FC(C(C(C(C(C(F)(F)F)(F)F)(F)F)(F)F)(F)F)(C1C2C=CC(C1)C2)F